(2R,3S)-2-((E)-3-(5-bromo-4-nitro-1H-benzo[d]imidazol-1-yl)prop-1-en-1-yl)piperidin-3-ol BrC1=C(C2=C(N(C=N2)C/C=C/[C@H]2NCCC[C@@H]2O)C=C1)[N+](=O)[O-]